F[C@H]1CN(CC[C@H]1NC=1C=2C=C(N(C2C=CC1)CC(F)(F)F)C=1SC(=NN1)CNC1=C(C=C(C=C1)S(=O)(=O)C)OC)C |r| (+/-)-N-((3S,4R)-3-fluoro-1-methylpiperidin-4-yl)-2-(5-(((2-methoxy-4-(methylsulfonyl)phenyl)amino)methyl)-1,3,4-thiadiazol-2-yl)-1-(2,2,2-trifluoroethyl)-1H-indol-4-amine